1-(5-chloro-2-methoxy-4-methylphenyl)-3-(1-(4-(2,6-dioxopiperidin-3-yl)phenyl)azetidin-3-yl)urea ClC=1C(=CC(=C(C1)NC(=O)NC1CN(C1)C1=CC=C(C=C1)C1C(NC(CC1)=O)=O)OC)C